BrC=1C(=NC(=NC1)NC1=CC=C(C=C1)S(=O)(=O)NCCOCCOCCN(C/C=C/C(=O)O)C)NC1=C(C(=CC=C1)F)C(N)=O (E)-4-((2-(2-(2-((4-((5-bromo-4-((2-carbamoyl-3-fluorophenyl)amino)pyrimidin-2-yl)amino)phenyl)sulfonamido)ethoxy)ethoxy)ethyl)(methyl)amino)but-2-enoic acid